C(#N)[C@H]1CN(CC1)S(=O)(=O)N[C@@H]1C[C@@H](C1)N(C=1C2=C(N=CN1)NC=C2)C (3R)-3-cyano-N-{cis-3-[methyl-(7H-pyrrolo[2,3-d]pyrimidin-4-yl)amino]cyclobutyl}-pyrrolidine-1-sulfonamide